C1(=CC=CC=C1)C1=C(C(=C(O)C(=C1)C1=CC=CC=C1)N=NC1=C(O)C=CC=C1O)O 4,6-diphenyl-azoresorcinol